CC1CC(C1)C(=O)N[C@H](C(=O)O)CCN(CCCCC1=NC=2NCCCC2C=C1)CCOC1=CC=CC=C1 (S)-2-((1r,3S)-3-methylcyclobutane-1-carboxamido)-4-((2-phenoxyethyl)(4-(5,6,7,8-tetrahydro-1,8-naphthyridin-2-yl)butyl)amino)butanoic acid